3-methyl-8-{3-[(4S)-4-methyl-6-(4H-1,2,4-triazol-3-yl)-1,2,3,4-tetrahydro-1,5-naphthyridin-1-yl]-1H-pyrazolo[3,4-b]pyrazin-6-yl}-2-oxa-8-azaspiro[4.5]decan-4-amine CC1OCC2(C1N)CCN(CC2)C2=CN=C1C(=N2)NN=C1N1CC[C@@H](C2=NC(=CC=C12)C1=NN=CN1)C